(3-(methacryloylamino)propyl)trimethylammonium chloride [Cl-].C(C(=C)C)(=O)NCCC[N+](C)(C)C